1,2-dilauroyl-glycerol C(CCCCCCCCCCC)(=O)OCC(OC(CCCCCCCCCCC)=O)CO